O=C(C(=O)N)N1[C@H](CN([C@@H](C1)C)C(C(C)C)=O)C1=CC=CC=C1 2-Oxo-2-[(2S,5R)-5-methyl-4-(2-methylpropanoyl)-2-phenyl-piperazin-1-yl]acetamide